4-(dimethylamino)-3-(3-(trifluoromethyl)phenoxy)but-3-en-2-one CN(C=C(C(C)=O)OC1=CC(=CC=C1)C(F)(F)F)C